C(C)C1(C(C1)C(C)(C)O)C(=O)OCC1C2CN(CC12CC)C1=NC(=NC(=C1)C(F)(F)F)Cl (3-(2-chloro-6-(trifluoromethyl)pyrimidin-4-yl)-1-ethyl-3-azabicyclo[3.1.0]hexane-6-yl)methanol ethyl-2-(2-hydroxypropan-2-yl)cyclopropane-1-carboxylate